CN1N=C2C(=CC(=CC2=C1)NC(=O)N1CCC=2C1=NC=CC2N2CCNCC2)C N-(2,7-dimethyl-2H-indazol-5-yl)-4-(piperazin-1-yl)-2,3-dihydro-1H-pyrrolo[2,3-b]pyridine-1-carboxamide